4-(azetidin-3-ylsulfonyl)-N-(5-(4,4-difluoropiperidin-1-yl)imidazo[1,2-c]pyrimidin-7-yl)-2-(6-azaspiro[2.5]octan-6-yl)benzamide N1CC(C1)S(=O)(=O)C1=CC(=C(C(=O)NC2=CC=3N(C(=N2)N2CCC(CC2)(F)F)C=CN3)C=C1)N1CCC3(CC3)CC1